O[C@H]1CN(CC[C@H]1NC(OC(C)(C)C)=O)C1=NC=C(C=N1)C(F)(F)F tert-butyl ((3S,4R)-3-hydroxy-1-(5-(trifluoromethyl)pyrimidin-2-yl)piperidin-4-yl)carbamate